C(C)(=O)C=1SC=C(N1)C(=O)O 2-ACETYLTHIAZOLE-4-CARBOXYLIC ACID